(4r)-6-bromo-4-((1r)-1-fluoroethyl)-3,4-dihydroisoquinolin-1(2H)-one BrC=1C=C2[C@H](CNC(C2=CC1)=O)[C@@H](C)F